C(#N)C=1C2=C(N=C(N1)N1CCC(CC1)(C1=C(C=C(C=C1)F)F)NC([O-])=O)N(C=C2C2=CC1=C(N=C(S1)C)C=C2)COCC[Si](C)(C)C (1-(4-cyano-5-(2-methylbenzo[d]thiazol-6-yl)-7-((2-(trimethylsilyl)ethoxy)methyl)-7H-Pyrrolo[2,3-d]pyrimidin-2-yl)-4-(2,4-difluorophenyl)piperidin-4-yl)carbamate